C(C)(C)(C)OC(=O)N1CC2N(C3=C(OC2)C=C(C=C3)Br)CC1 8-bromo-1,2,4a,5-tetrahydrobenzo[b]pyrazino[1,2-d][1,4]oxazine-3(4H)-carboxylic acid tert-butyl ester